BrC1=NN(C(=C1)[C@@H](C)O)C (R)-1-(3-bromo-1-methyl-1H-pyrazol-5-yl)ethan-1-ol